OC1=CC(=C(C(=O)OC)C=C1[N+](=O)[O-])OC methyl 4-hydroxy-2-methoxy-5-nitrobenzoate